2,2-bis(4-hydroxyphenyl)-1,1,1-trichloroethane OC1=CC=C(C=C1)C(C(Cl)(Cl)Cl)C1=CC=C(C=C1)O